OC1=CC=C(C=C1)C1COC2=CC(=CC=C2C1C1=CC(=CC=C1)OC)O 3-(4-hydroxyphenyl)-4-(3-methoxyphenyl)chroman-7-ol